C(C)(C)(C)OC(=O)N1CCC(CC1)(C1=CC=C(C=C1)C=1C(=NC=CC1)OCC)N 4-amino-4-[4-(2-ethoxypyridin-3-yl)phenyl]piperidine-1-carboxylic acid tert-butyl ester